[4-(5-chlorooxazolo[4,5-b]pyridin-2-yl)piperazin-1-yl]-[6-[(2S)-2,3-difluoropropoxy]-5-methyl-3-pyridyl]methanone ClC1=CC=C2C(=N1)N=C(O2)N2CCN(CC2)C(=O)C=2C=NC(=C(C2)C)OC[C@@H](CF)F